3-((4-(2-(2-aminopyridin-3-yl)-5-phenyl-3H-imidazo[4,5-b]pyridin-3-yl)benzyl)carbamoyl)-5-hydroxybenzoic acid NC1=NC=CC=C1C1=NC=2C(=NC(=CC2)C2=CC=CC=C2)N1C1=CC=C(CNC(=O)C=2C=C(C(=O)O)C=C(C2)O)C=C1